(7-((3aS,4S,6R,6aR)-6-(((tert-butyldimethylsilyl)oxy)methyl)-2,2-dimethyltetrahydrofurano[3,4-d][1,3]dioxolan-4-yl)pyrrolo[2,1-f][1,2,4]triazin-4-yl)carbamic acid tert-butyl ester C(C)(C)(C)OC(NC1=NC=NN2C1=CC=C2[C@@H]2O[C@@H]([C@H]1OC(O[C@H]12)(C)C)CO[Si](C)(C)C(C)(C)C)=O